C(C)(C)NC(CN(C=1C2=C(N=C(N1)C1=NC=CC(=C1)OCC(C)(OC1OCCCC1)C)CCC2)C)=O N-isopropyl-2-(methyl(2-(4-(2-methyl-2-((tetrahydro-2H-pyran-2-yl)oxy)propoxy)pyridin-2-yl)-6,7-dihydro-5H-cyclopenta[d]pyrimidin-4-yl)amino)acetamide